IC1=C(C(=CC(=C1)I)I)O 2,4,6-triiodo-phenol